OC1=C2[C@H]3[C@H](C(OC2=CC(=C1)CCCCC([2H])([2H])[2H])(C([2H])([2H])[2H])C([2H])([2H])[2H])CCC=C3 (6Ar,10aR)-1-hydroxy-6,6-bis(trideuteriomethyl)-3-(5,5,5-trideuteriopentyl)-6a,7,8,10a-tetrahydrobenzo[c]chromene